ClC1=NN(C2=NC(=NC=C21)Cl)CCCOC2=NN(C(=C2[N+](=O)[O-])C2C(C2)(F)F)C=2N(N=C(C2)C)C 3,6-dichloro-1-(3-((5-(2,2-difluorocyclopropyl)-2',5'-dimethyl-4-nitro-2'H-[1,3'-bipyrazol]-3-yl)oxy)propyl)-1H-pyrazolo[3,4-d]pyrimidine